5-(3-(1H-pyrazol-1-yl)phenyl)-7-(pyridine-2-yl)-5,7-dihydroindole N1(N=CC=C1)C=1C=C(C=CC1)C1C=C2C=CN=C2C(C1)C1=NC=CC=C1